N-[1-naphthyl]-ethylenediamine dihydrochloride Cl.Cl.C1(=CC=CC2=CC=CC=C12)NCCN